6-(Cyclopropanecarboxamido)-N-methoxy-4-(2-methoxy-3-(1-methyl-1H-pyrazol-3-yl)phenyl)nicotinamide C1(CC1)C(=O)NC1=NC=C(C(=O)NOC)C(=C1)C1=C(C(=CC=C1)C1=NN(C=C1)C)OC